diisoamyl 2,4-dioxoglutarate O=C(C(=O)OCCC(C)C)CC(C(=O)OCCC(C)C)=O